NC[C@H](C)C1=CC=C(C=C1)C=1C=2C3=C(C(NC2C(=CC1O)C)=O)SC=C3 9-[4-[(2R)-1-aminopropan-2-yl]phenyl]-8-hydroxy-6-methyl-5H-thieno[2,3-c]quinolin-4-one